4-(4-Benzylpiperazin-1-yl)-6-chloro-1-methyl-2-oxo-1,2-dihydro-1,5-naphthyridine-3-carbonitrile C(C1=CC=CC=C1)N1CCN(CC1)C1=C(C(N(C2=CC=C(N=C12)Cl)C)=O)C#N